FC1=C(CC2=NC3=C(N2[C@@H]2COCC2(C)C)C=C(C=C3)C(=O)O)C=C(C(=C1)C1=NC(=C(C=C1)F)OCC1=C(C=CC=C1)F)F (S)-2-(2,5-difluoro-4-(5-fluoro-6-((2-fluorobenzyl)oxy)pyridin-2-yl)benzyl)-1-(4,4-dimethyltetrahydrofuran-3-yl)-1H-benzo[d]imidazole-6-carboxylic acid